1-(((3R,4S)-1-acetyl-3-fluoropiperidin-4-yl)methyl)-4-chloro-N-(3-methyl-5-(phenylethynyl)pyridin-2-yl)-1H-pyrazole-5-carboxamide C(C)(=O)N1C[C@@H]([C@@H](CC1)CN1N=CC(=C1C(=O)NC1=NC=C(C=C1C)C#CC1=CC=CC=C1)Cl)F